5-(4-fluorophenoxy)-4-methoxypyridine-2-carbonitrile FC1=CC=C(OC=2C(=CC(=NC2)C#N)OC)C=C1